(R)-2-amino-3-(4-dihydroxyboryl-3-(trifluoromethyl)phenyl)-2-methylpropanoic acid N[C@@](C(=O)O)(CC1=CC(=C(C=C1)B(O)O)C(F)(F)F)C